C(#N)C=1C=C(C=CC1OC)[C@@H]1CC[C@H](CC1)CN(C(=O)[C@@H]1CC[C@H](CC1)CC(=O)O)C1=NC=CC(=C1)C1=CN=C(S1)C1CC1 2-(trans-4-(((trans-4-(3-Cyano-4-methoxyphenyl)cyclohexyl)methyl)(4-(2-cyclopropylthiazol-5-yl)pyridin-2-yl)carbamoyl)cyclohexyl)acetic acid